tert-butyl 3-tosyl-3,6,8,9-tetrahydro-7H-pyrrolo[2,3-c][2,7]naphthyridine-7-carboxylate S(=O)(=O)(C1=CC=C(C)C=C1)N1C=CC2=C1N=CC=1CN(CCC21)C(=O)OC(C)(C)C